tert-butyl ((5-(4-((N,N-dimethylsulfamoyl)methyl)-6-hydroxypyrimidin-2-yl)-1H-pyrrolo[3,2-b]pyridin-2-yl)methyl)(methyl)carbamate CN(S(=O)(=O)CC1=NC(=NC(=C1)O)C1=CC=C2C(=N1)C=C(N2)CN(C(OC(C)(C)C)=O)C)C